(E)-4-Bromo-N-methylbut-2-enamide BrC/C=C/C(=O)NC